COC(C)=C(C#N)C#N 2-(1-methoxyethylidene)malononitrile